4-bromo-2,3-dihydrobenzo[d]isothiazole BrC1=CC=CC2=C1CNS2